3-(2-(1-phenyl-1H-pyrazol-4-yl)-N-propylthiazole-4-carboxamido)pyrrolidine-1-carboxylate C1(=CC=CC=C1)N1N=CC(=C1)C=1SC=C(N1)C(=O)N(CCC)C1CN(CC1)C(=O)[O-]